C(C)C=1C(=NC=C(C1)C=1C=CC=C2C=CC(=NC12)C1=NC=CC=C1)N Ethyl-5-(2-(pyridin-2-yl)quinolin-8-yl)pyridin-2-amine